6-(5-amino-4,6-difluoropyridin-2-yl)-N2,N4-bis((R)-1,1,1-trifluoropropan-2-yl)-1,3,5-triazine-2,4-diamine NC=1C(=CC(=NC1F)C1=NC(=NC(=N1)N[C@@H](C(F)(F)F)C)N[C@@H](C(F)(F)F)C)F